1-((3S)-4-(5-chloro-6-(3-hydroxy-1-naphthalenyl)-[1,2]thiazolo-[3,4-b]-pyridin-3-yl)-3-methyl-1-piperazinyl)-2-propen-1-one ClC1=CC=2C(N=C1C1=CC(=CC3=CC=CC=C13)O)=NSC2N2[C@H](CN(CC2)C(C=C)=O)C